COC([C@@H](NC(=S)NC1=CC=CC=C1)CC1=CC=CC=C1)=O N-Phenylaminothiocarbonyl-phenylalanine-methyl ester